Boc-4-Oxo-proline methyl ester COC([C@H]1N(CC(C1)=O)C(=O)OC(C)(C)C)=O